ClC1=CC=C(C=C1)[C@@]1(N(C(C2=CC(=CC(=C12)F)C(C)(C)O)=O)CC1=NC=C(C=C1)Cl)OC([2H])([2H])C1(CC1)C([2H])([2H])O (3R)-3-(4-Chlorophenyl)-2-[(5-chloropyridin-2-yl)methyl]-4-fluoro-3-({1-[hydroxy(2H2)methyl]cyclopropyl}(2H2)methoxy)-6-(2-hydroxypropan-2-yl)-2,3-dihydro-1H-isoindol-1-one